SCCOCCOCCOCCOCCS 1,14-dimercapto-3,6,9,12-tetraoxatetradecane